tert-butyl 3-[5-(4-{[(1S)-1-carbamoylethyl]amino}-6-{3-cyanopyrrolo[1,2-b]pyridazin-7-yl}pyridin-3-yl)-1,3,4-thiadiazol-2-yl]-3,8-diazabicyclo[3.2.1]octane-8-carboxylate C(N)(=O)[C@H](C)NC1=C(C=NC(=C1)C1=CC=C2N1N=CC(=C2)C#N)C2=NN=C(S2)N2CC1CCC(C2)N1C(=O)OC(C)(C)C